BrC1=CC2=C(C(C(O2)C)N)C=C1 6-bromo-2-methyl-2,3-dihydrobenzofuran-3-amine